2-chloro-3-(3-(tert-butylmercapto)phenyl)pyrimidine-2-formamide ClC1(N=CC=CN1C1=CC(=CC=C1)SC(C)(C)C)C(=O)N